N[C@H](C(=O)O)CC1=CC2=CC=CC=C2C=C1 (S)-2-amino-3-(naphthalen-2-yl)propanoic acid